1-Dodecyl-4-ethylpyridinium cyanid [C-]#N.C(CCCCCCCCCCC)[N+]1=CC=C(C=C1)CC